hexahydro-5H-dipyrido[1,2-a:3',4'-e]pyrazine C1CNCC2NCC3N(C21)C=CC=C3